diphenyl-[3-(trifluoromethyl)phenyl]iodonium trifluoromethanesulfonate FC(S(=O)(=O)[O-])(F)F.C1(=CC=CC=C1)[IH+](C1=CC(=CC=C1)C(F)(F)F)C1=CC=CC=C1